[OH-].[OH-].[OH-].C(CCCCC)[Zr+3] mono-n-hexylzirconium trihydroxide